ClC1=CC=C2C(=N1)OCC2 6-chloro-2,3-dihydrofuro[2,3-b]pyridine